C(C)OCC(C(=O)OCCCCCCCC)C(C)(C)C octyl 2-ethoxymethyl-3,3-dimethylbutyrate